chlorophenylalanine ClN[C@@H](CC1=CC=CC=C1)C(=O)O